COP(=O)(OC)NC1CCCCC1 dimethoxyphosphoryl-cyclohexylamine